OC1(C2=NN=C(C=3C(=CC(=C(N4CCN(C(CCC1)=O)CC4)N3)C(F)(F)F)NC(OC(C)(C)C)=O)O2)C(F)(F)F tert-Butyl N-[11-hydroxy-15-oxo-3,11-bis(trifluoromethyl)-21-oxa-1,8,9,16,22-pentaazatetracyclo[14.2.2.12,6.17,10]docosa-2,4,6(22),7,9-pentaen-5-yl]carbamate